3-(3-(10-(3',4',5'-triphenyl-[1,1':2',1''-terphenyl]-3-yl)anthracen-9-yl)phenyl)pyridine C1(=CC=CC=C1)C1=C(C(=CC(=C1C1=CC=CC=C1)C1=CC=CC=C1)C1=CC(=CC=C1)C1=C2C=CC=CC2=C(C2=CC=CC=C12)C=1C=C(C=CC1)C=1C=NC=CC1)C1=CC=CC=C1